BrCC(=O)C1=CC(=C(C=C1)F)C 2-Bromo-1-(4-fluoro-3-methylphenyl)ethanone